C1(CC1)NC(=O)C=1N=CN2C1[C@H](N=C(C1=C2C=CC(=C1)C#C)C1=C(C=CC=C1)F)C (R)-N-cyclopropyl-8-ethynyl-6-(2-fluorophenyl)-4-methyl-4H-benzo[f]imidazo[1,5-a][1,4]diazepine-3-carboxamide